2-(6-(3-cyclopropyl-3-methylpiperazin-1-yl)pyridin-2-yl)-1,6-naphthyridin C1(CC1)C1(CN(CCN1)C1=CC=CC(=N1)C1=NC2=CC=NC=C2C=C1)C